(4,4-difluoropiperidin-1-yl)(3-hydroxycyclobutyl)methanone FC1(CCN(CC1)C(=O)C1CC(C1)O)F